C(C)C=1C=CC=C2C=C(C=C(C12)C1=CC=C2C(=NC(=NC2=C1F)OC[C@]12[C@H](N(CCC1)C)CCC2)O)OCOC 7-(8-ethyl-3-(methoxymethoxy)naphthalen-1-yl)-8-fluoro-2-(((4as,7ar)-1-methyl-octahydro-4aH-cyclopenta[b]pyridin-4a-yl)methoxy)quinazolin-4-ol